N1(CCCC1)N1CCNCC1 1-(pyrrolidin-1-yl)piperazine